1-[8-(2-chlorophenyl)-9-(4-chlorophenyl)-2-[ethyl-(2-hydroxyethyl)amino]purin-6-yl]-4-methyl-piperidine-4-carboxamide ClC1=C(C=CC=C1)C=1N(C2=NC(=NC(=C2N1)N1CCC(CC1)(C(=O)N)C)N(CCO)CC)C1=CC=C(C=C1)Cl